2-chloro-5-(((6-chloropyridin-2-yl)oxy)methyl)benzoic acid methyl ester COC(C1=C(C=CC(=C1)COC1=NC(=CC=C1)Cl)Cl)=O